methyl (R)-5-((1-(3-(difluoromethyl)-2-fluorophenyl)ethyl)amino)-7,8-dimethoxypyrrolo[1,2-a]quinazoline-2-carboxylate FC(C=1C(=C(C=CC1)[C@@H](C)NC1=NC=2N(C3=CC(=C(C=C13)OC)OC)C=C(C2)C(=O)OC)F)F